5-(8,9,10,11-tetrahydro-3H-pyrrolo[3,2-a]phenanthridin-7-yl)benzene-1,3-diol C1=CNC=2C1=C1C=3CCCCC3C(=NC1=CC2)C=2C=C(C=C(C2)O)O